FCCCCOC1=CC2=C(CN(CCC2)C2=CC(=C(C(=C2)C)C(C(=O)N)C(C)(C)C)C)C=C1 (4-(7-(4-fluorobutoxy)-1,3,4,5-tetrahydro-2H-benzo[c]azepin-2-yl)-2,6-dimethylphenyl)-3,3-dimethylbutyramide